ClC=1C=C(C(=C(C1)C1(COC1)O)C1OCCO1)C 3-(5-chloro-2-(1,3-dioxolan-2-yl)3-methylphenyl)oxetan-3-ol